N[C@@H](CCC(N)=O)C(=O)N[C@@H](CCC(=O)O)C(=O)O Glutaminyl-glutamic acid